6,6-diethyl-2-methoxy-3-(3-methoxypropoxy)-10-oxo-5,10-dihydro-6H-pyrido[1,2-H][1,7]Naphthyridine-9-carboxylic acid ethyl ester C(C)OC(=O)C=1C(C=C2N(C(CC=3C=C(C(=NC23)OC)OCCCOC)(CC)CC)C1)=O